8-(5-Methyloxazol-2-yl)-3-(2-(trifluoromethoxy)ethyl)imidazo[5,1-d][1,2,3,5]tetrazin-4(3H)-one CC1=CN=C(O1)C=1N=CN2C1N=NN(C2=O)CCOC(F)(F)F